C(C)C(C(=O)O)=CC1=CC=CC=C1.C1(=CC=CC=C1)C=CC(=O)OCC ethyl 3-phenylprop-2-enoate (ETHYL CINNAMATE)